C(#N)C(C)(C)C1=CC=C(C=N1)NCC#CC=1N(C2=CC=CC(=C2C1)NC(NC1CCN(CC1)C)=O)CC(F)(F)F 3-[2-(3-{[6-(1-cyano-1-methylethyl)-pyridin-3-yl]amino}prop-1-yn-1-yl)-1-(2,2,2-trifluoroethyl)-1H-indol-4-yl]-1-(1-methylpiperidin-4-yl)urea